2-phenoxyacetamide O(C1=CC=CC=C1)CC(=O)N